3-iodo-1-(3-nitrophenyl)-1H-pyrazolo[4,3-b]pyridine IC1=NN(C=2C1=NC=CC2)C2=CC(=CC=C2)[N+](=O)[O-]